7-Methylpteridine CC1=CN=C2C=NC=NC2=N1